2-({8-[(3beta)-cholest-5-en-3-yloxy]octyl}oxy)-N,N-dimethyl-3-[(9Z,12Z)-octadeca-9,12-dien-1-yloxy]propan-1-amine CC(C)CCC[C@@H](C)[C@H]1CC[C@H]2[C@@H]3CC=C4C[C@H](CC[C@]4(C)[C@H]3CC[C@]12C)OCCCCCCCCOC(CN(C)C)COCCCCCCCC\C=C/C\C=C/CCCCC